6-(1-(1-(1-acryloylazetidine-3-carbonyl)piperidin-4-yl)-1H-pyrazol-4-yl)-4-(2-fluorophenyl)pyrazolo[1,5-a]pyridine-3-carbonitrile C(C=C)(=O)N1CC(C1)C(=O)N1CCC(CC1)N1N=CC(=C1)C=1C=C(C=2N(C1)N=CC2C#N)C2=C(C=CC=C2)F